phenylaminophenyl-maleimide C1(=CC=CC=C1)NC1=C(C(=O)NC1=O)C1=CC=CC=C1